C1(CC=CC2=CC=CC=C12)=NC=1C=C(C=C(C(=O)O)C1)C(=O)O 5-[(naphthalen-1-ylidene)amino]Isophthalic acid